Cl.FC1=C(C=CC(=N1)C(=O)OC)N1C[C@H](NCC1)C Methyl (R)-6-fluoro-5-(3-methylpiperazin-1-yl)picolinate hydrochloride